BrC1=C(C(=O)NCC=C)C(=CC=C1)OC 2-bromo-6-methoxy-N-(2-propenyl)benzamide